4-(4-bromo-3-chlorophenoxy)aniline BrC1=C(C=C(OC2=CC=C(N)C=C2)C=C1)Cl